C(C)C1CN(C1)C(=O)OC1CCC(CC1)C(N(CC12CCC(CC1)(CC2)C2=CC(=C(C=C2)OC)C)C2=NC=CC(=C2)C=2C=NN(C2)C(C)C)=O 4-((4-(1-Isopropyl-1H-pyrazol-4-yl)pyridin-2-yl) ((4-(4-methoxy-3-methylphenyl)bicyclo[2.2.2]octan-1-yl)methyl) carbamoyl)cyclohexyl trans-3-ethylazetidine-1-carboxylate